CNC(C)=O (E)-N-methyl-acetamide